(4-(2-chloro-7-((2-(trimethylsilyl)ethoxy)methyl)-7H-pyrrolo[2,3-d]pyrimidin-4-yl)-1H-pyrazol-1-yl)azetidine-1-carboxylic acid ClC=1N=C(C2=C(N1)N(C=C2)COCC[Si](C)(C)C)C=2C=NN(C2)C2N(CC2)C(=O)O